BrC1=CC(=C(C=C1)C(=O)C1(CC1)C1=NC(=CC=C1Br)OC)OCOC (4-Bromo-2-(methoxymethoxy)phenyl)(1-(3-bromo-6-methoxypyridin-2-yl)cyclopropyl)ketone